bis(dicyclohexylphosphino)palladium (0) C1(CCCCC1)P(C1CCCCC1)[Pd-2]P(C1CCCCC1)C1CCCCC1